ClC1=C(C(=CC=2CN3[C@@H](COC21)CN(CC3)C(=O)OC(C)(C)C)F)C=3C(=CC=C2C=CN=C(C32)OC)C tert-butyl (12aR)-10-chloro-8-fluoro-9-(1-methoxy-7-methylisoquinolin-8-yl)-3,4,12,12a-tetrahydro-6H-pyrazino[2,1-c][1,4]benzoxazepine-2(1H)-carboxylate